Cl.C(C)(C)[NH+](C(C)C)CC N,N-diisopropylethylammonium hydrochloride